Cl.CC1(CN(CCN1)C1=CC=C(N=N1)C=1C(=NN2C1C=C(C(=C2)OCC)C(=O)N)C)C (6-(3,3-dimethylpiperazin-1-yl)pyridazin-3-yl)-6-ethoxy-2-methylpyrazolo[1,5-a]pyridine-5-carboxamide hydrochloride